7-bromo-5-fluoro-N-((3r,4r)-3-fluoropiperidin-4-yl)pyrrolo[2,1-f][1,2,4]triazin-2-amine trifluoroacetate FC(C(=O)O)(F)F.BrC1=CC(=C2C=NC(=NN21)N[C@H]2[C@@H](CNCC2)F)F